O=C1NC(CCC1N1C(C2=CC=CC(=C2C1=O)OCC1=CC=C(C=C1)CN1CCC(CC1)C(F)(F)F)=O)=O 2-(2,6-dioxopiperidin-3-yl)-4-((4-((4-(trifluoromethyl)piperidin-1-yl)methyl)benzyl)-oxy)isoindoline-1,3-dione